C(C1=CC=CC=C1)OCCOC(C(=O)OCC)C ethyl 2-(2-(benzyloxy)ethoxy)propanoate